OC1=CC=C(C=C1)C=1C(C2=CC=CC=C2C(C1)=O)=O 2-(4-hydroxyphenyl)naphthoquinone